6-(1-{4-methoxy-5-[4-(trifluoromethyl)phenoxy]pyridine-2-carbonyl}piperidin-4-yl)-5-methylpyridazin-3-amine COC1=CC(=NC=C1OC1=CC=C(C=C1)C(F)(F)F)C(=O)N1CCC(CC1)C1=C(C=C(N=N1)N)C